CC=1SC(=C(N1)C)C(C)N(C1=C(C(=NC=N1)NCC1=CC=C(C=C1)CC(=O)N)F)C 2-[4-[[[6-[1-(2,4-dimethylthiazol-5-yl)ethyl-methyl-amino]-5-fluoro-pyrimidin-4-yl]amino]methyl]phenyl]acetamide